N1(N=CN=C1)C1=CC=C(C=C1)C1=C([C@H]2CC([C@@H]1O2)S(=O)(=O)OC2=CC=C(C=C2)Br)C2=CC=C(C=C2)O 4-bromophenyl (1R,4R)-6-(4-(1H-1,2,4-triazol-1-yl) phenyl)-5-(4-hydroxyphenyl)-7-oxabicyclo[2.2.1]hept-5-ene-2-sulfonate